N-benzyl-7-(4-bromo-3-chloro-benzoyl)-3-oxo-2-(3-oxo-4H-1,4-benzoxazin-7-yl)-6,8-dihydro-5H-imidazo[1,5-a]pyrazine-1-carboxamide C(C1=CC=CC=C1)NC(=O)C=1N(C(N2C1CN(CC2)C(C2=CC(=C(C=C2)Br)Cl)=O)=O)C2=CC1=C(NC(CO1)=O)C=C2